7-[3-(dimethylamino) propyl]-11-methyl-6-oxo-4-{3-[(1-oxooctyl) oxy] propyl}-7,11-diaza-5-oxadodec-1-yl octanoate C(CCCCCCC)(=O)OCCCC(OC(N(CCCN(C)C)CCCN(C)C)=O)CCCOC(CCCCCCC)=O